tertbutyl 4-fluoro-4-[(7-hydroxyquinoxalin-2-yl)oxymethyl]piperidine-1-carboxylate FC1(CCN(CC1)C(=O)OC(C)(C)C)COC1=NC2=CC(=CC=C2N=C1)O